FC(C1=C(CN2N=CC(=C2)C#C)C=CC(=C1)C(F)(F)F)(F)F 1-(2,4-bis(trifluoromethyl)benzyl)-4-ethynyl-1H-pyrazole